N1(C=NC=C1)CCCNC=1N=C(C2=C(N1)CN(C2)C#N)C2=CC=CC=C2 2-((3-(1H-imidazol-1-yl)propyl)amino)-4-phenyl-5,7-dihydro-6H-pyrrolo[3,4-d]pyrimidine-6-carbonitrile